COC(=O)C1=CC2=CN(N=C2C=C1OC)C1CCC(CC1)(C)O.ClC=1C=C(C(=NC1)N1C(C(N(C(C1)=O)CC1=CC=C(C=C1)C(F)(F)F)CO)=O)F 1-(5-chloro-3-fluoropyridin-2-yl)-3-(hydroxymethyl)-4-(4-(trifluoromethyl)benzyl)piperazine-2,5-dione methyl-2-(4-hydroxy-4-methylcyclohexyl)-6-methoxy-2H-indazole-5-carboxylate